2-amino-N-(3-(2-hydroxypropan-2-yl)bicyclo[1.1.1]pentan-1-yl)-5-(4-(3-(tetrahydro-2H-pyran-4-yl)-3-azabicyclo[3.1.0]hexan-1-yl)phenyl)nicotinamide NC1=C(C(=O)NC23CC(C2)(C3)C(C)(C)O)C=C(C=N1)C1=CC=C(C=C1)C13CN(CC3C1)C1CCOCC1